5-Bromo-3-(2-(dimethylamino)ethyl)-1,3-benzoxazol BrC=1C=CC2=C(N(CO2)CCN(C)C)C1